NCC1=CC2=C(N(C(=N2)CN2C(N(C3=C2C=C(C=C3)F)CC(F)(F)F)=O)CCC(F)F)C=C1 3-((5-(aminomethyl)-1-(3,3-difluoropropyl)-1H-benzo[d]imidazol-2-yl)methyl)-5-fluoro-1-(2,2,2-trifluoroethyl)-1,3-dihydro-2H-benzo[d]imidazol-2-one